3,5-Difluoro-4-((7-methoxy-3-methyl-2-oxo-2,3-dihydro-1H-imidazo[4,5-c][1,8]naphthyridin-1-yl)methyl)benzenesulfonamide FC=1C=C(C=C(C1CN1C(N(C=2C=NC=3N=C(C=CC3C21)OC)C)=O)F)S(=O)(=O)N